Tert-butyl (2R,4S)-4-bromo-2-(methoxymethyl)pyrrolidine-1-carboxylate Br[C@H]1C[C@@H](N(C1)C(=O)OC(C)(C)C)COC